ClC(=CC(Cl)Cl)F 1,3,3-trichloro-1-fluoropropene